2-(2-(3,6-dihydro-2H-pyran-4-yl)-5-ethyl-7-oxo-6-(piperazin-1-yl)-[1,2,4]triazolo[1,5-a]pyrimidin-4(7H)-yl)-N-(2-methyl-4-(trifluoromethyl)benzofuran-7-yl)acetamide O1CCC(=CC1)C1=NN2C(N(C(=C(C2=O)N2CCNCC2)CC)CC(=O)NC2=CC=C(C=3C=C(OC32)C)C(F)(F)F)=N1